5-(3-fluoro-5-methylphenyl)pyridazine-4-amine FC=1C=C(C=C(C1)C)C=1C(=CN=NC1)N